3-(5-phenylpyridin-2-yl)phenylboronic acid pinacol ester C1(=CC=CC=C1)C=1C=CC(=NC1)C=1C=C(C=CC1)B1OC(C)(C)C(C)(C)O1